Stearyltyrosin C(CCCCCCCCCCCCCCCCC)N[C@@H](CC1=CC=C(C=C1)O)C(=O)O